1-methoxy-1,1,2,2,3,3,3-heptafluoropropane COC(C(C(F)(F)F)(F)F)(F)F